COC1=NC=CC=C1N1N=C2C=3C=CN=C(CCCCC(C(NC2=C1)=O)C)C3 4-(2-methoxypyridin-3-yl)-9-methyl-3,4,7,15-tetraazatricyclo[12.3.1.02,6]Octadecan-1(18),2,5,14,16-pentaen-8-one